4-[1-[4-[(3R,5R)-5-[(5-bromo-1-methyl-6-oxo-pyridazin-4-yl)amino]-1-methyl-3-piperidyl]benzoyl]azetidin-3-yl]oxy-2-(2,6-dioxo-3-piperidyl)isoindoline-1,3-dione BrC1=C(C=NN(C1=O)C)N[C@@H]1C[C@@H](CN(C1)C)C1=CC=C(C(=O)N2CC(C2)OC2=C3C(N(C(C3=CC=C2)=O)C2C(NC(CC2)=O)=O)=O)C=C1